N1C=NC2=C1C=C(C=C2)N2C(OC[C@@H]2C2=CC(=CC=C2)N2CCN(CC2)C2=CC=CC=C2)=O (S)-3-(1H-benzo[d]imidazol-6-yl)-4-(3-(4-phenylpiperazin-1-yl)phenyl)oxazolidin-2-one